C1(CCCCC1)P(C1(C(C1)(C1=CC=CC=C1)C1=CC=CC=C1)C)C1CCCCC1 dicyclohexyl-(1-methyl-2,2-diphenylcyclopropyl)phosphine